ClC1=C(C=CC=2C3=C(NC12)CCN(C3)C(=O)C=3NC(NN3)=O)Cl.[P].[Ce] cerium phosphorus 5-(6,7-dichloro-2,3,4,5-tetrahydro-1H-pyrido[4,3-b]indole-2-carbonyl)-2,4-dihydro-3H-1,2,4-triazol-3-one